Cl.N(N)C1CCN(CC1)CC=1C=NC=CC1 3-((4-hydrazinopiperidin-1-yl)methyl)pyridine hydrochloride